CC1(OB(OC1(C)C)CSC1=C(C=C(C=C1C(C)(C)C)C(C)(C)C)C(C)(C)C)C 4,4,5,5-tetramethyl-2-(((2,4,6-tri-tert-butylphenyl)thio)methyl)-1,3,2-dioxaborolane